NC1=CC(=NC(=C1)NC1=C(C=CC=C1)F)C(=O)N(C1=CC=CC=C1)C 4-Amino-6-((2-fluorophenyl)amino)-N-methyl-N-phenylpyridineamide